ClC1=CC(=C(C=C1Cl)C(C1=CC=NC=C1)N1CC(C1)C(=O)N)O [(4,5-dichloro-2-hydroxyphenyl)(pyridin-4-yl)methyl]azetidine-3-carboxamide